N1(CCNCCCN(CCC1)CC=1C(=C(C=C(C1)C)NC(C(CO)CO)=O)O)CC=1C(=C(C=C(C1)C)NC(C(CO)CO)=O)O N,N'-{1,4,8-triazacycloundecane-1,8-diylbis[methylene(2-hydroxy-5-methyl-3,1-phenylene)]}bis[3-hydroxy-2-(hydroxymethyl)propanamide]